N-(Isothiazol-3-yl)-6-methyl-7,8-dihydro-6H-cyclopenta[e][1,2,4]triazolo[4,3-a]pyridine-4-carboxamide S1N=C(C=C1)NC(=O)C=1C=2N(C3=C(C1)C(CC3)C)C=NN2